ClC=1C(=NC(=NC1)NC1=CC(=C(C=C1OC(C)C)C1CCN(CC1)CC=1C=C2CN(C(C2=CC1F)=O)C1C(NC(CC1)=O)=O)C)NC1=C(C=CC=C1)S(=O)(=O)C(C)C 3-(5-((4-(4-((5-chloro-4-((2-(isopropylsulfonyl)phenyl)amino)pyrimidin-2-yl)amino)-5-isopropoxy-2-methylphenyl)piperidin-1-yl)methyl)-6-fluoro-1-oxoisoindolin-2-yl)piperidine-2,6-dione